CC=1C=C(C=CC1)C1N(CCC=2C3=CC=CC=C3NC12)CC=1C=NC=CC1 1-(3-methylphenyl)-2-(3-pyridinylmethyl)-2,3,4,9-tetrahydro-1H-beta-carboline